2-((3,5-difluoro-4-((2-methylpyrid-4-yl)oxy)benzyl)oxy)-6,7,9,10-tetrahydro-4H,8H-7a,9-methanopyrimido[1,6-a]pyrrolo[1,2-c]pyrimidine-4-one FC=1C=C(COC2=NC(N3C(N4C5(CC3)CC(C4)C5)=C2)=O)C=C(C1OC1=CC(=NC=C1)C)F